NC1=CC(=NC(=C1)NC1=CC(=CC=C1)F)C(=O)NC=1C=C(C=CC1)C 4-Amino-6-((3-fluorophenyl)amino)-N-(m-tolyl)pyridineamide